(4Z)-4-(1,3-Benzothiazol-6-ylmethylene)-2-[[6-(4-methylpiperazin-1-yl)-3-pyridyl]amino]-1H-imidazol-5-one S1C=NC2=C1C=C(C=C2)\C=C\2/N=C(NC2=O)NC=2C=NC(=CC2)N2CCN(CC2)C